P(=O)(O)(O)O.P(=O)(O)(O)O.P(=O)(O)(O)O.P(=O)(O)(O)O.[C@@H]1([C@H](O)[C@H](O)[C@@H](CO)O1)N1C=NC=2C(N)=NC=NC12 adenosine tetra-phosphate